FC(C(=O)O[C@@H]1CCC2=C(C=C(C=C12)Cl)S(NC1=C(C(=C(C=C1)F)C=1C=C2C=NC(=NC2=CC1)NC1CCN(CC1)CCO)F)(=O)=O)(F)F (1R)-6-chloro-4-{[2,4-difluoro-3-(2-{[1-(2-hydroxyethyl)piperidin-4-yl]amino}quinazolin-6-yl)phenyl]sulfamoyl}-2,3-dihydro-1H-inden-1-yl 2,2,2-trifluoroacetate